5-((2-(4-((2-chloro-3-(cyanomethyl)benzyl)amino)butoxy)ethyl)amino)benzo[c][2,6]naphthyridine-8-carboxamide ClC1=C(CNCCCCOCCNC2=NC3=C(C4=CN=CC=C24)C=CC(=C3)C(=O)N)C=CC=C1CC#N